C(C)(C)(C)C1=C(C=CC(=C1)C)P1(OC2=C(C=C(C=C2C(C)(C)C)C)CC2=C(C(=CC(=C2)C)C(C)(C)C)O1)[O-] 2,2'-methylenebis(4-methyl-6-tert-butylphenyl) (2-tert-butyl-4-methylphenyl)phosphite